2-(4-(2-fluoro-4-hydroxy-3-isopropylbenzyl)-3-(prop-1-en-2-yl)phenoxy)acetic acid FC1=C(CC2=C(C=C(OCC(=O)O)C=C2)C(=C)C)C=CC(=C1C(C)C)O